1-(3-chlorophenyl)-3-(2-methoxy-5-nitrophenyl)urea ClC=1C=C(C=CC1)NC(=O)NC1=C(C=CC(=C1)[N+](=O)[O-])OC